C(CCCCCCC)CO[Si](OC)(OC)[SiH2]CCCCCCCCCCC(OCC)(OCC)OCC Octyltriethoxysilan-Dodecyltrimethoxysilan